ClC/C=C/C(=O)NC=1C=C2C(=C(C(=NC2=CC1OCC)CC)C#N)NC1=CC(=C(C=C1)OCC1CCOCC1)Cl (E)-4-chloro-N-(4-((3-chloro-4-((tetrahydro-2H-pyran-4-yl)methoxy)phenyl)amino)-3-cyano-7-ethoxy-2-ethylquinolin-6-yl)but-2-enamide